FC1=C(NC=2C3=C(N=CN2)C=C(C(=N3)O[C@@H]3CN(CC3)C(=O)OC(C)(C)C)F)C=CC(=C1F)OC[C@H]1COCC1 tert-butyl (3S)-3-[4-[2,3-difluoro-4-[[(3R)-tetrahydrofuran-3-yl]methoxy]anilino]-7-fluoro-pyrido[3,2-d]pyrimidin-6-yl]oxypyrrolidine-1-carboxylate